5-fluoro-4-(4'-fluoro-[1,1'-biphenyl]-3-yl)-N-(piperidin-4-yl)pyrimidin-2-amine FC=1C(=NC(=NC1)NC1CCNCC1)C=1C=C(C=CC1)C1=CC=C(C=C1)F